C1(=CC=CC=C1)CC=NO 2-Phenylacetaldehyde oxime